6-bromo-7-(difluoromethoxy)-3,3-dimethylchroman-4-one BrC=1C=C2C(C(COC2=CC1OC(F)F)(C)C)=O